O(O)O.[Mn].[Zn] zinc-manganese oxyhydroxide